C(CCCCCCCCCCCCC)(=O)[C@](N(C([C@@H](N)CCCCN)=O)C(CCCCCCCCCCCCC)=O)(CCC(=O)O)C(=O)O dimyristoyl-N-lysyl-glutamic acid